ClC1=CC=C(C=C1)C(CC(=O)OC)=O methyl 3-(4-chlorophenyl)-3-oxopropionate